tert-butyl 4-(2-fluoro-4-(1-oxidothiomorpholine-4-carbonyl)phenyl)piperazine-1-carboxylate FC1=C(C=CC(=C1)C(=O)N1CCS(CC1)=O)N1CCN(CC1)C(=O)OC(C)(C)C